FC(C(=O)O)(F)F.CN1N=CC2=CC=CC=C12 1-methyl-1H-indazole trifluoroacetate